NC1=C(C=NN1C=1C=NC(=CC1C)OC1=C(C=CC=C1F)F)C(=O)C1=CC=2C(=CC=C3CCN(CC23)CC(=O)N(C)C)N1 2-{8-[(5-amino-1-{6-[(2,6-difluorophenyl)oxy]-4-methylpyridin-3-yl}pyrazol-4-yl)carbonyl]-2,3,4,7-tetrahydro-1H-pyrrolo[2,3-H]isoquinolin-2-yl}-N,N-dimethylacetamide